1-(4,6-Dichloropyridin-3-yl)ethan-1-one ClC1=C(C=NC(=C1)Cl)C(C)=O